phenol N,N-dihexylaminoacetate C(CCCCC)N(CCCCCC)CC(=O)OC1=CC=CC=C1